(2-Chloropyridin-3-yl) aminobenzoate NC1=C(C(=O)OC=2C(=NC=CC2)Cl)C=CC=C1